(1s,4s)-4-(8-(2-chloro-4,6-difluorophenylamino)-2-(cyclobutylamino)-9H-purin-9-yl)cyclohexanecarboxamide ClC1=C(C(=CC(=C1)F)F)NC=1N(C2=NC(=NC=C2N1)NC1CCC1)C1CCC(CC1)C(=O)N